3-methyltriazolo[4,5-c]pyridin-6-ol CN1N=NC2=C1C=NC(=C2)O